N1=C(C=C2N1CCCC2)NC([O-])=O 4H,5H,6H,7H-pyrazolo[1,5-a]pyridin-2-ylcarbamate